ClC=1C=C(C=CC1)N(C(=O)[C@H]1N(CC[C@@H]1O)C1=NC(=CC(=C1C#N)C(F)(F)F)C)C (2S,3S)-N-(3-chlorophenyl)-1-[3-cyano-6-methyl-4-(trifluoromethyl)-2-pyridyl]-3-hydroxy-N-methyl-pyrrolidine-2-carboxamide